methyl-(2-fluorophenyl)hydrazine CN(N)C1=C(C=CC=C1)F